2-cyclopropyl-4-(1H-1,2,4-triazol-3-yl)-6-(trifluoromethyl)pyridine C1(CC1)C1=NC(=CC(=C1)C1=NNC=N1)C(F)(F)F